N[C@H]1CC[C@H](CC1)C1=NC=2C(=NC=CC2C2CCN(CC2)C(=O)C2=CC=C(C=C2)OC(F)(F)F)N1 (cis)-[4-[2-(4-aminocyclohexyl)-3H-imidazo[4,5-b]pyridin-7-yl]-1-piperidyl]-[4-(trifluoromethoxy)phenyl]methanone